octylphenyl ether sodium sulfate S(=O)(=O)([O-])[O-].[Na+].C(CCCCCCC)OC1=CC=CC=C1.[Na+]